3-morpholinoaniline O1CCN(CC1)C=1C=C(N)C=CC1